NC\C=C(\CN1C2=NC=NC(=C2N(C1=O)C)C=1C=C(C=CC1)S(=O)(=O)NC)/F (Z)-3-(9-(4-amino-2-fluoro-but-2-en-1-yl)-7-methyl-8-oxo-8,9-dihydro-7H-purin-6-yl)-N-methylbenzenesulfonamide